CC=1N=C(N=NC1)S(=O)(=O)C 5-Methyl-3-methylsulfonyl-1,2,4-triazine